(5-{3-amino-5-[4-(trifluoromethoxy)benzene-1-sulfonyl]pyridin-2-yl}-1,3,4-oxadiazol-2-yl)methyl (dimethylamino)acetate CN(C)CC(=O)OCC=1OC(=NN1)C1=NC=C(C=C1N)S(=O)(=O)C1=CC=C(C=C1)OC(F)(F)F